(S)-2-((tert-butoxycarbonyl)(methyl)amino)-3-cyclopentylpropanoic acid C(C)(C)(C)OC(=O)N([C@H](C(=O)O)CC1CCCC1)C